arachidoyl arachidonate C(CCC\C=C/C\C=C/C\C=C/C\C=C/CCCCC)(=O)OC(CCCCCCCCCCCCCCCCCCC)=O